BrC1=C(C=C(C(=C1)F)Br)F 1,4-dibromo-2,5-difluorobenzene